2-(6-(((cis)-3-hydroxy-3-methylcyclobutyl)amino)-1,2,4-triazin-3-yl)-3-methyl-5-(trifluoromethyl)phenol OC1(CC(C1)NC1=CN=C(N=N1)C1=C(C=C(C=C1C)C(F)(F)F)O)C